1-((1R,2R)-2-hydroxy-4,4-dimethyl-1,2,3,4-tetrahydronaphthalen-1-yl)-3-(5-methyl-6-(1-methyl-1H-pyrazol-4-yl)-2-phenylpyridin-3-yl)urea O[C@H]1[C@@H](C2=CC=CC=C2C(C1)(C)C)NC(=O)NC=1C(=NC(=C(C1)C)C=1C=NN(C1)C)C1=CC=CC=C1